NC1=C(C(=NN1C1=C(C=C(C=C1Cl)C(F)(F)F)Cl)C#N)SC(F)(F)F 5-amino-3-cyano-1-(2,6-dichloro-4-trifluoromethylphenyl)-4-trifluoromethylsulfanylpyrazole